1-(1-(tetrahydro-2H-pyran-4-yl)-1H-indazol-6-yl)methane O1CCC(CC1)N1N=CC2=CC=C(C=C12)C